methyl 2-chloro-3-fluoro-5-(trifluoromethyl)pyridine-4-carboxylate ClC1=NC=C(C(=C1F)C(=O)OC)C(F)(F)F